2,2'-bis(2-hydroxyethoxy)-4,4',6,6'-tetraphenyl-1,1'-binaphthyl OCCOC1=C(C2=CC=C(C=C2C(=C1)C1=CC=CC=C1)C1=CC=CC=C1)C1=C(C=C(C2=CC(=CC=C12)C1=CC=CC=C1)C1=CC=CC=C1)OCCO